N-{4-[4-(4-fluorophenyl)-1-[2-(morpholin-4-yl)-2-oxoethyl]-1H-imidazol-5-yl]pyridin-2-yl}-2,2-dimethylpropanamide FC1=CC=C(C=C1)C=1N=CN(C1C1=CC(=NC=C1)NC(C(C)(C)C)=O)CC(=O)N1CCOCC1